N-{(1R)-1-[3-(difluoromethyl)-2-fluorophenyl]ethyl}-2-methyl-6-[2-(trifluoromethyl)-5,6-dihydroimidazo[1,2-a]pyrazin-7(8H)-yl]pyrido[3,4-d]pyrimidin-4-amine FC(C=1C(=C(C=CC1)[C@@H](C)NC=1C2=C(N=C(N1)C)C=NC(=C2)N2CC=1N(CC2)C=C(N1)C(F)(F)F)F)F